(S)-5-(2-(3-fluoropyrrol-1-yl)ethyl)-8-(6-methoxypyridin-3-yl)-1-(4-(piperazin-1-yl)-3-(trifluoromethyl)phenyl)-1,5-dihydro-4H-[1,2,3]triazolo[4,5-c]quinolin-4-one FC1=CN(C=C1)CCN1C(C2=C(C=3C=C(C=CC13)C=1C=NC(=CC1)OC)N(N=N2)C2=CC(=C(C=C2)N2CCNCC2)C(F)(F)F)=O